C1(=CC=CC=C1)C1=C(OC2=CC=CC(=N2)NC(=O)[C@@H](CC)NC(OC(C)(C)C)=O)C=CC=C1 tert-butyl N-[(1R)-1-[[6-(2-phenylphenoxy)-2-pyridyl]carbamoyl]propyl]carbamate